CC(C=CC1=C(C=C(C=C1)O)O)CCC=C(C)C 4-(3,7-dimethyloct-1,6-dienyl)benzene-1,3-diol